4-(6-(3,6-diazabicyclo[3.1.1]heptan-3-yl)pyridin-3-yl)-6-(1-methyl-1H-pyrazol-4-yl)pyrazolo[1,5-a]pyrazine-3-carbonitrile dihydrochloride Cl.Cl.C12CN(CC(N1)C2)C2=CC=C(C=N2)C=2C=1N(C=C(N2)C=2C=NN(C2)C)N=CC1C#N